C(C)(C)(C)OC(=O)N1CCC(=CC1)C1=CC=C(C=C1)C1=CC=CC=C1 4-([1,1'-biphenyl]-4-yl)-3,6-dihydropyridine-1(2H)-carboxylic acid tert-butyl ester